[Si](C)(C)(C(C)(C)C)OCC=1C=C(C=CC1C)C(C(C(=O)OC(C)(C)C)(C)C)C1=CC2=C(N=NC(=C2)C)N1C tert-Butyl 3-(3-(((tert-butyldimethylsilyl)oxy)methyl)-4-methylphenyl)-3-(3,7-dimethyl-7H-pyrrolo[2,3-c]pyridazin-6-yl)-2,2-dimethylpropanoate